BrC1=C(N=C(C=2N1N=CC2)N2CCC1(CC2)[C@@H](C2=C(C=NC(=C2)OC)C1)N[S@](=O)C(C)(C)C)C (R)-N-[(5S)-1'-(7-bromo-6-methyl-pyrazolo[1,5-a]pyrazin-4-yl)-3-methoxy-spiro[5,7-dihydrocyclopenta[c]pyridin-6,4'-piperidin]-5-yl]-2-methyl-propane-2-sulfinamide